FC=1C=C(OCCN2CCN(CC2)C(=O)OC(C)(C)C)C=CC1C=O tert-butyl 4-(2-(3-fluoro-4-formylphenoxy)ethyl)piperazine-1-carboxylate